OCC(C#CC1=CC(=C(C(=O)OC)C=C1)OC)CC methyl 4-(3-(hydroxymethyl) pent-1-yn-1-yl)-2-methoxybenzoate